5-[4-[6-[2-(2-iodanylethoxy)ethoxy]-1,3-benzothiazol-2-yl]-3-(trifluoromethyl)phenyl]-N,N-dimethyl-pyridin-2-amine ICCOCCOC1=CC2=C(N=C(S2)C2=C(C=C(C=C2)C=2C=CC(=NC2)N(C)C)C(F)(F)F)C=C1